C1(=CC=CC=C1)N1CCN(CC1)CCC(=C)C1=CC=CC=C1 1-(4-phenyl-1-piperazinyl)-3-phenylbut-3-ene